4-phenyl-3,4-dihydroquinolin-2(1H)-one C1(=CC=CC=C1)C1CC(NC2=CC=CC=C12)=O